C(CCCCCCC\C=C/CCCCCC)(=O)OCCCCCCCCCCCCCCCCCC(=O)O 18-palmitoleoyloxy-octadecanoic acid